tetraethyleneglycol diallyl ether C(C=C)OCCOCCOCCOCCOCC=C